BrC=1C=C(NC2(CCC3(C(N(C4=CC=CC=C34)C)=O)CC2)C(=O)O)C=CC1 (1s,4s)-4-(3-bromoanilino)-1'-methyl-2'-oxo-1',2'-dihydrospiro[cyclohexane-1,3'-indole]-4-carboxylic acid